[Si](C)(C)(C(C)(C)C)O[C@H]1[C@@H](O[C@@H]([C@H]1OC#C)CO[Si](C)(C)C(C)(C)C)N1C2=NC=NC(=C2N=C1)NC(C1=CC=CC=C1)=O N-(9-((2R,3R,4R,5R)-3-((tert-butyldimethylsilyl)oxy)-5-(((tert-butyldimethylsilyl)oxy)methyl)-4-(ethynyloxy)tetrahydrofuran-2-yl)-9H-purin-6-yl)benzamide